BrC=1C=NN(C1)C(=O)OC(C)(C)C tert-Butyl 4-bromopyrazole-1-carboxylate